C(=O)([O-])[C@H](O)[C@@H](O)C(=O)[O-].[Na+].[K+] Potassium Sodium L(+)-Tartrate